7-[1-[(1S)-1-[(2R,4S)-4-hydroxy-2-(methylcarbamoyl)pyrrolidine-1-carbonyl]-2,2-dimethyl-propyl]triazol-4-yl]-4-azaspiro[2.4]heptane-4-carboxylic acid tert-butyl ester C(C)(C)(C)OC(=O)N1C2(CC2)C(CC1)C=1N=NN(C1)[C@@H](C(C)(C)C)C(=O)N1[C@H](C[C@@H](C1)O)C(NC)=O